C(C=C)(=O)OC1C2CC(C(C1)C2)C(=O)OCCC(C(S(=O)(=O)[O-])(F)F)(F)F.FC2=CC=C(C=C2)[S+](C2=CC=CC=C2)C2=CC=CC=C2 (4-fluorophenyl)diphenylsulfonium 4-((5-(acryloyloxy)bicyclo[2.2.1]heptane-2-carbonyl)oxy)-1,1,2,2-tetrafluorobutane-1-sulfonate